BrC1=C2C=CN(C2=CC=C1)C1CC2(CN(C2)C(=O)OC(C)(C)C)C1 tert-butyl 6-(4-bromo-1H-indol-1-yl)-2-azaspiro[3.3]heptane-2-carboxylate